(2-(2,2-Difluoroethyl)-2H-indazol-6-yl)-methanol FC(CN1N=C2C=C(C=CC2=C1)CO)F